(E)-5-bromo-1-propyl-2-styryl-1H-benzimidazole BrC1=CC2=C(N(C(=N2)\C=C\C2=CC=CC=C2)CCC)C=C1